6-[4-[5-[(7-Bromo-4-oxo-3H-phthalazin-1-yl)methyl]-2-fluoro-benzoyl]piperazin-1-yl]pyridine-3-carbonitrile BrC1=CC=C2C(NN=C(C2=C1)CC=1C=CC(=C(C(=O)N2CCN(CC2)C2=CC=C(C=N2)C#N)C1)F)=O